5-(4H-1,2,4-triazol-4-yl)pentane-1-thiol N=1N=CN(C1)CCCCCS